7-amino-8-(3-methoxy-2-methylphenyl)imidazo[1,2-a]pyridine-6-carbonitrile NC1=C(C=2N(C=C1C#N)C=CN2)C2=C(C(=CC=C2)OC)C